C\C(=C/COC1=CC=C(C=C1)/C=C(/C(=O)OCC)\C)\CCC=C(C)C ethyl (2E)-3-(4-{[(2E)-3,7-dimethylocta-2,6-dien-1-yl]oxy}phenyl)-2-methylprop-2-enoate